OCC1=C(C=CC(=C1)[N+](=O)[O-])O 2-(hydroxymethyl)-4-nitro-phenol